N[C@H](CCCOC1=C(CC=2C=NN3C2N=CN=C3N)C(=CC=C1)Br)COC (R)-8-(2-((4-amino-5-methoxypentyl)oxy)-6-bromobenzyl)pyrazolo[1,5-a][1,3,5]triazin-4-amin